C(CCCCCCCCCCCC)C(N)(N1N=CN=C1)CCCCCCCCCCCCC bis(tridecyl)-1H-1,2,4-Triazole-1-methanamine